(2S)-butan-2-ol C[C@@H](CC)O